3-[3-[(3R,9aS)-3-(3-Chloro-4-fluorophenyl)-3,4,6,7,9,9a-hexahydro-1H-pyrazino[2,1-c][1,4]oxazin-8-carbonyl]-2-chlorophenyl]-1H-pyrazol-5-carbonitril ClC=1C=C(C=CC1F)[C@@H]1CN2[C@H](CO1)CN(CC2)C(=O)C=2C(=C(C=CC2)C2=NNC(=C2)C#N)Cl